CC=1C=C(C(=NC1C)C(=O)O)C(=O)O 5,6-dimethylpyridine-2,3-dicarboxylic acid